Cobalt chlorid [Co](Cl)Cl